N[C@@H](CCSCC)C(=O)O ethionine